ClC1=NC=C(C2=C1CN(C2=O)CC)C(=O)OC methyl 4-chloro-2-ethyl-1-oxo-2,3-dihydro-1H-pyrrolo[3,4-c]pyridine-7-carboxylate